BrC=1C=CC(=C2C=CC(=NC12)Cl)F 8-bromo-2-chloro-5-fluoroquinoline